(E)-3-(1-Methyl-5-((E)-3-oxo-3-(thiophen-2-yl)prop-1-en-1-yl)-1H-pyrrol-2-yl)acrylic acid CN1C(=CC=C1\C=C\C(C=1SC=CC1)=O)/C=C/C(=O)O